[Ag].[Yb] ytterbium-silver